FC(OC1(CCC1)C(=O)N)(F)F 3-cis-(trifluoromethoxy)cyclobutanecarboxamide